tetrabromo-N-vinyl-carbazole BrC1=C(C(=C(C=2N(C3=CC=CC=C3C12)C=C)Br)Br)Br